2-(2,4,4-trimethylpentan-2-ylcarbamoyl)benzoic acid CC(C)(CC(C)(C)C)NC(=O)C1=C(C(=O)O)C=CC=C1